3-(((2R,4s,6S)-2,6-dimethyltetrahydro-2H-pyran-4-yl)(ethyl)amino)-2-methylbenzamide C[C@H]1O[C@H](CC(C1)N(C=1C(=C(C(=O)N)C=CC1)C)CC)C